ClC1=CC(=NC=C1)C(=O)C1=C(C=CC=C1)NC(C(C)(C)C)=O N-(4-chloro-2-picolinoyl-phenyl)pivalamide